(R)-3-(((2R,3R,4R,5s)-3,4,5-tris(benzyloxy)-2-methylpiperidin-1-yl)methyl)pyrrolidine-1-carboxylic acid tert-butyl ester C(C)(C)(C)OC(=O)N1C[C@H](CC1)CN1[C@@H]([C@H]([C@@H]([C@H](C1)OCC1=CC=CC=C1)OCC1=CC=CC=C1)OCC1=CC=CC=C1)C